ClCC=1SC(=NN1)COC 2-(chloromethyl)-5-(methoxymethyl)-1,3,4-thiadiazole